C(CCCCCCCCCCCCCCCCC)(=O)O[C@@H]1[C@](O[C@H](C1)N1C2=NC(=NC(=C2N=C1)N)F)(COC(CC)=O)C#C (2R,3S,5R)-5-(6-amino-2-fluoro-9H-purin-9-yl)-2-ethynyl-2-((propionyloxy)methyl)tetrahydrofuran-3-yl stearate